FC(C=1C=C(CNC(N)=O)C=CC1)(F)F 3-(3-trifluoromethyl-benzyl)-urea